O1C=CC2=C1C=C(C=C2)C2=C(NC=1C2=NC=CC1)C1=C(C=NC=C1)OC[C@H]1N(CCC1)C(C=C)=O 1-{(2S)-2-[({4-[3-(1-benzofuran-6-yl)-1H-pyrrolo[3,2-b]pyridin-2-yl]pyridin-3-yl}oxy)methyl]pyrrolidin-1-yl}prop-2-en-1-one